C(C=C)(=O)NC1CCC(CC1)C(=O)N 4-acrylamidocyclohexane-1-carboxamide